[N+](=O)([O-])C1=C(SC=C1)CC(=O)OC Methyl 2-(3-nitrothiophen-2-yl)acetat